4H-pyrrolo[3,2-d]thiazol N1=CSC2=C1C=CN2